C(C1=CC=CC=C1)N(CC(COCCOCCOCCOCCNC(OC(C)(C)C)=O)F)CC1=CC=CC=C1 tert-butyl N-[2-[2-[2-[2-[3-(dibenzylamino)-2-fluoro-propoxy]ethoxy]ethoxy]ethoxy]-ethyl]carbamate